C(C)(C)(C)OC(=O)N1N=C(C=C1)NC(C1=C(C=CC=C1)N)=O 3-(2-aminobenzoylamino)-1H-pyrazole-1-carboxylic acid tert-butyl ester